ClC1=CC(=NC(=C1)C)CNCCC=1N=C(C(=NC1OC)S(=O)(C)=N)OC (5-(2-(((4-chloro-6-methylpyridin-2-yl)methyl)amino)ethyl)-3,6-dimethoxypyrazin-2-yl)(imino)(methyl)-λ6-sulfanone